3-ethoxy-[1,1'-biphenyl] C(C)OC=1C=C(C=CC1)C1=CC=CC=C1